C(C)OC(CN)OCC 2,2-diethoxyethaneamine